(3R,6S)-6-(2-hydroxypropan-2-yl)tetrahydro-2H-pyran-3-Nicotinamide OC(C)(C)[C@@H]1CC[C@@H](CO1)C1=CC=NC=C1C(=O)N